C(CCCCCCC)N(CCCCCCCC)CCCCCCCC N,N-dioctyl-1-octylamine